2-amino-7-(cyclohexylmethyl)-5,6,7,8-tetrahydro-4H-thieno[2,3-c]azepine-3-carbonitrile NC1=C(C2=C(CN(CCC2)CC2CCCCC2)S1)C#N